OC1=C2C(=NN=C1C1=CC=CC=C1)N(N=C2C2=CC=CC=C2)CCN2CCN(CC2)C(CCCC[C@@H]2SC[C@@H]1NC(N[C@@H]12)=O)=O (3aS,4S,6aR)-4-(5-(4-(2-(4-Hydroxy-3,5-diphenyl-1H-pyrazolo[3,4-c]pyridazin-1-yl)ethyl)piperazin-1-yl)-5-oxopentyl)tetrahydro-1H-thieno[3,4-d]imidazol-2(3H)-one